C(C)(C)C1=C(NC2=CC=C(C=C12)C1CCN(CC1)CC(=O)NC)C=1C2=C(C(N(C1)C)=O)NC=C2 2-(4-(3-isopropyl-2-(6-methyl-7-oxo-6,7-dihydro-1H-pyrrolo[2,3-c]pyridin-4-yl)-1H-indol-5-yl)piperidin-1-yl)-N-methylacetamide